3-[(6-amino-2-chloro-3-methoxyphenyl)(hydroxy)methyl]-1-[(1S)-1-(2,4-difluorophenyl)ethyl]pyrrolidine-2,5-dione NC1=CC=C(C(=C1C(C1C(N(C(C1)=O)[C@@H](C)C1=C(C=C(C=C1)F)F)=O)O)Cl)OC